trimethoxysilylmethyl-(diethylamino)(methyldimethoxysilylpropylamino)methyl ethyl sulfide C(C)SC(NCCC[Si](OC)(OC)C)(N(CC)CC)C[Si](OC)(OC)OC